1-Octyl-4-Methylpyridinium acetat C(C)(=O)[O-].C(CCCCCCC)[N+]1=CC=C(C=C1)C